5-methyl-2-(methanesulfonyl)pyrido[4,3-d]pyrimidine CC1=NC=CC=2N=C(N=CC21)S(=O)(=O)C